C(C)(C)OC1=CC(=NN1)N1C=NC=2C1=NC(=CC2)N 3-(5-isopropoxy-1H-pyrazol-3-yl)-3H-imidazo[4,5-b]pyridin-5-amine